FC1=C(C=CC(=C1)COC1=CC=NN1C)C1=NOC(=N1)C(F)(F)F 3-(2-fluoro-4-{[(1-methyl-1H-pyrazol-5-yl)oxy]methyl}phenyl)-5-(trifluoromethyl)-1,2,4-oxadiazole